ClC=1C=CC(=NC1)OC1=C(C=C(C=C1)NC(=O)C1(CCC(CC1)OC)C(=O)N)C ((4-((5-chloropyridin-2-yl)oxy)-3-methylphenyl)carbamoyl)-4-methoxycyclohexane-1-carboxamide